2-cyanoethyl 4-(4-cyano-2-methoxyphenyl)-2,8-dimethyl-5-oxo-1,4,5,6-tetrahydro-1,6-naphthyridine-3-formate C(#N)C1=CC(=C(C=C1)C1C(=C(NC=2C(=CNC(C12)=O)C)C)C(=O)OCCC#N)OC